N(CC(=O)O)CC(=O)[O-].[K+] monopotassium iminodiacetic acid salt